C(C)(C)(C)N1N=NC(=C1)CN(CC=1N=NN(C1)C(C)(C)C)CC=1N=NN(C1)CC(=O)O 2-(4-((Bis((1-(tert-butyl)-1H-1,2,3-triazol-4-yl)methyl)amino)methyl)-1H-1,2,3-triazol-1-yl)acetic acid